C(CCCCCCCCCCCCCCCCCCCCC)OCCCCCCCCCCCCCCCCCCCCCCCCCCCC n-docosyloctacosyl ether